CC1=CC=C(C=C1)S(=O)(=O)OCCCCOCCCCO 4-{4-[(4-Methylbenzenesulfonyl)oxy]butoxy}butan-1-ol